(Z)-1-(((1r,4r)-4-aminocyclohexyl)methyl)-3-((3,5-dimethyl-1H-pyrrol-2-yl)methylene)-5-fluoro-2-oxo-N-propylindoline-6-carboxamide hydrochloride Cl.NC1CCC(CC1)CN1C(\C(\C2=CC(=C(C=C12)C(=O)NCCC)F)=C/C=1NC(=CC1C)C)=O